C(C)NC(NC1=NNC(=C1)CN1CCN(CC1)C=1C=CC(=NC1)C(=O)NC)=O 5-(4-((3-(3-ethylureido)-1H-pyrazol-5-yl)methyl)piperazin-1-yl)-N-methylpicolinamide